C(C)(C)C(C(=O)OC)C(C(=O)OC)C(C)C dimethyl 2,3-diisopropylsuccinate